COC1=CC(=CC2=C1N(C(=N2)C=2N(C1=CC=CC=C1C2)CC2CCOCC2)C)C(=O)N2C[C@@H](CCC2)NC(OC(C)(C)C)=O (R)-tert-butyl (1-(7-methoxy-1-methyl-2-(1-((tetrahydro-2H-pyran-4-yl)methyl)-1H-indol-2-yl)-1H-benzo[d]imidazole-5-carbonyl)piperidin-3-yl)carbamate